4-(3-(3-fluoro-4-(piperazin-1-yl)phenyl)-2-methyl-3H-imidazo[4,5-b]pyridine-5-yl)pyridine-2-amine FC=1C=C(C=CC1N1CCNCC1)N1C(=NC=2C1=NC(=CC2)C2=CC(=NC=C2)N)C